FC1=C(C=CC(=C1)F)C=1C=CCN(C1)C1=C(C=CC(=C1)C(N[C@@H]1[C@H](CCCC1)O)=O)C 5-(2,4-difluorophenyl)-N-(5-{[(1S,2S)-2-hydroxycyclohexyl]carbamoyl}-2-methylphenyl)pyridine